C(C(=C)C)(=O)OCCOC(CC(=O)C)=O β-acetoacetoxyethyl methacrylate